O1C(OCC1)C=1C=C(C(=O)O)C=C(C1OCC1=CC=C(C=C1)OC)C 3-(1,3-dioxolan-2-yl)-4-[(4-methoxyphenyl)methoxy]-5-methylbenzoic acid